methyl N-[5-[6-[cyclopropyl-(4-fluorophenyl) carbamoyl]imidazo[1,2-a]pyridin-3-yl]-2-pyridyl]carbamate C1(CC1)N(C(=O)C=1C=CC=2N(C1)C(=CN2)C=2C=CC(=NC2)NC(OC)=O)C2=CC=C(C=C2)F